(2S,3S)-2-amino-3-phenylbutan-1-ol N[C@H](CO)[C@@H](C)C1=CC=CC=C1